ClC1=C(C=CC=C1)[C@@H](C(C)C)OC=1C(=NC(=NC1)C(=O)N[C@H](C)\C=C\S(=O)(=O)C)C ((R)-1-(2-Chlorophenyl)-2-methylpropoxy)-4-methyl-N-((R,E)-4-(methylsulfonyl)but-3-en-2-yl)pyrimidine-2-carboxamide